C(C)C1=CC2=C(C3=CC=CC=C3C(=C2C=C1)OC)OC 2-ethyl-9,10-dimethyloxyanthracene